7-methoxy-2,2-dimethylchroman-4-ol COC1=CC=C2C(CC(OC2=C1)(C)C)O